Cl.CN1N=C2C(=C1)CNC2 2-methyl-2,4,5,6-tetrahydropyrrolo[3,4-c]pyrazole hydrochloride